CC1=CC=C(C=C1)S(=O)(=O)N (4-toluenesulfonyl)ammonia